2,3,5,6-tetramethyl-terephthalamide CC1=C(C(=O)N)C(=C(C(=C1C)C(=O)N)C)C